[1-isopropyl-2-(trifluoromethyl)benzimidazol-5-yl]-[4-(2-tetrahydropyran-4-yl-3H-imidazo[4,5-b]pyridin-7-yl)-1-piperidyl]methanone C(C)(C)N1C(=NC2=C1C=CC(=C2)C(=O)N2CCC(CC2)C2=C1C(=NC=C2)NC(=N1)C1CCOCC1)C(F)(F)F